tert-butyl (R)-2-(methoxy(methyl)carbamoyl)azetidine-1-carboxylate CON(C(=O)[C@@H]1N(CC1)C(=O)OC(C)(C)C)C